NCC=1C=NC(=NC1)C1=C(C=C(C#N)C=C1)OC1=C(N=NC(=C1)N1CCOCC1)C 4-[5-(aminomethyl)pyrimidin-2-yl]-3-(3-methyl-6-morpholin-4-ylpyridazin-4-yl)oxybenzonitrile